COC=1C=CC2=C(COC(N2C)=O)C1 6-methoxy-1-methyl-4H-3,1-benzoxazin-2-one